1-(ethylimino)-4-(5-nitropyridin-2-yl)-1λ6-thiomorpholine 1-oxide C(C)N=S1(CCN(CC1)C1=NC=C(C=C1)[N+](=O)[O-])=O